N[C@@H](CC(=O)N1[C@@H](CNCC1)CC1=CC=CC=C1)CC1=C(C=CC=C1)F (R)-3-amino-1-((R)-2-benzylpiperazin-1-yl)-4-(2-fluorophenyl)butan-1-one